3',5-diallyl-3-[(S)-2,6-diamino-1-hexanoyl]amino-2,4'-dihydroxy-1,1'-biphenyl hydrochloride Cl.C(C=C)C=1C=C(C=CC1O)C1=C(C(=CC(=C1)CC=C)NC([C@H](CCCCN)N)=O)O